(2S)-2,3-dihydro-2-hydroxy-1-oxo-1H-indene-2-carboxylic acid methyl ester COC(=O)[C@]1(C(C2=CC=CC=C2C1)=O)O